(±)-trans-4-phenyl-3-[(biphenyl-4-yl)carbamoyl]Pyrrolidine-1-carboxylic acid tert-butyl ester C(C)(C)(C)OC(=O)N1C[C@H]([C@@H](C1)C1=CC=CC=C1)C(NC1=CC=C(C=C1)C1=CC=CC=C1)=O |r|